1-phenyl-1-cyclohexene C1(=CC=CC=C1)C1=CCCCC1